FC=1C=C(CNC(=N)SC)C=C(C1F)F methyl 3,4,5-trifluorobenzylcarbamimidothioate